NC1=NC(=C(C(=C1C#N)C=1C=C(C=CC1)C1=CC(=CC=C1)C(F)(F)F)C#N)C1=CC=CC=C1 2-amino-6-phenyl-4-(3'-(trifluoromethyl)-[1,1'-biphenyl]-3-yl)pyridine-3,5-dinitrile